5-((tert-butyldimethylsilyl)oxy)pentanoic acid [Si](C)(C)(C(C)(C)C)OCCCCC(=O)O